ethyl 2-(hydroxymethyl)-2,3-dihydropyrazolo[5,1-b]oxazole-6-carboxylate OCC1CN2C(O1)=CC(=N2)C(=O)OCC